N[C@@H](C(C)=C1CN(C1)C1=NC(=NC=2NC3=C(C=C(C=C3C21)F)NC([2H])([2H])[2H])OC=2C=NC(=NC2)C)C (R)-4-(3-(3-aminobutan-2-ylidene)azetidin-1-yl)-6-fluoro-N-(methyl-d3)-2-((2-methylpyrimidin-5-yl)oxy)-9H-pyrimido[4,5-b]indol-8-amine